5-fluoro-3-[3-(3-fluoro-5-methyl-phenyl)-4-(3-pyrrolidin-1-ylmethyl-azetidin-1-yl)-quinolin-6-yl]-2-hydroxy-benzonitrile FC=1C=C(C(=C(C#N)C1)O)C=1C=C2C(=C(C=NC2=CC1)C1=CC(=CC(=C1)C)F)N1CC(C1)CN1CCCC1